C(#CCCCCCCCCC)C1=CC=C(C=C1)CC(=O)O [4-(1-Undecyn-1-yl)phenyl]acetic acid